tetrabutylammonium tert-butyl-{2-[({[(2S,5R)-7-oxo-6-(sulfooxy)-1,6-diazabicyclo[3.2.1]oct-2-yl]carbonyl}amino)oxy]ethyl}carbamate C(C)(C)(C)N(C([O-])=O)CCONC(=O)[C@H]1N2C(N([C@H](CC1)C2)OS(=O)(=O)O)=O.C(CCC)[N+](CCCC)(CCCC)CCCC